C(#N)N1C[C@@H](CC1)N(C(=O)NC1=CC=C(C=C1)C(F)(F)F)C (R)-1-(1-cyanopyrrolidin-3-yl)-1-methyl-3-(4-(trifluoromethyl)phenyl)urea